N-(3-carbamoyl-5,5,7,7-tetramethyl-4,7-dihydro-5H-thieno[2,3-c]pyran-2-yl)-1H-pyrazole-3-carboxamide C(N)(=O)C1=C(SC=2C(OC(CC21)(C)C)(C)C)NC(=O)C2=NNC=C2